C(C(C)=O)=O Propandion